(R)-1-(2-chloropyridin-3-yl)ethyl (4-(6-(3-ethylureido)pyridin-3-yl)-1-methyl-1H-1,2,3-triazol-5-yl)carbamate C(C)NC(NC1=CC=C(C=N1)C=1N=NN(C1NC(O[C@H](C)C=1C(=NC=CC1)Cl)=O)C)=O